C(C)(=O)C1=CC(=C2C=C(C=CN12)OC)C(=O)NC1=C(C(=CC(=C1)F)C=1C=NN(C1)C)F 3-acetyl-N-(2,5-difluoro-3-(1-methyl-1H-pyrazol-4-yl)phenyl)-7-methoxyindolizine-1-carboxamide